C(=O)(OC(C)(C)C)N1CCC(CC1)CC1=CC=C(C=C1)N 1-BOC-4-(4-aminobenzyl)piperidine